C(C)C1=CC(=C(C=C1O)C)Cl 6-ethyl-3-methyl-p-chlorophenol